C(=O)(O)C(C)SC(=S)SCCC(=O)O 3-((((1-carboxyethyl)thio)thiocarbonyl)thio)propionic acid